monohydroxymethyl-hydantoin OCN1C(=O)NC(=O)C1